6-(1-((S)-1-((S)-2,3-dihydroxypropyl)piperidin-3-yl)-5-methyl-1H-pyrazol-4-yl)-4-((R)-1-(5-fluoropyridin-2-yl)ethoxy)pyrazolo[1,5-a]pyridine-3-carbonitrile O[C@@H](CN1C[C@H](CCC1)N1N=CC(=C1C)C=1C=C(C=2N(C1)N=CC2C#N)O[C@H](C)C2=NC=C(C=C2)F)CO